N-isopropyl-4-((5-methoxypyridin-2-yl)methyl)piperidine-4-carboxamide C(C)(C)NC(=O)C1(CCNCC1)CC1=NC=C(C=C1)OC